N,N-di(methyl-d3)acetamide C(N(C(C)=O)C([2H])([2H])[2H])([2H])([2H])[2H]